C(C)(=O)N[C@H]1[C@H](CC[C@H](C1)NC(C)(C)C)N1C([C@H](CC1)NC1=NC(=NC2=CC=C(C=C12)C(F)(F)F)C1=CCC(CC1)NC(OC(C)(C)C)=O)=O tert-butyl (4-(4-(((S)-1-((1S,2R,4R)-2-acetamido-4-(tert-butylamino) cyclohexyl)-2-oxopyrrolidin-3-yl)amino)-6-(trifluoromethyl)quinazolin-2-yl)cyclohex-3-en-1-yl)carbamate